ClC=1C=C(C=CC1OC(F)(F)F)N1CCC(CC1)OC=1N=NNC1C(=O)O 4-((1-(3-chloro-4-(trifluoromethoxy)phenyl)piperidin-4-yl)oxy)-1H-1,2,3-triazole-5-carboxylic acid